2-methyl-4-(1-(4-(trifluoromethyl)phenyl)-1H-imidazol-4-yl)aniline CC1=C(N)C=CC(=C1)C=1N=CN(C1)C1=CC=C(C=C1)C(F)(F)F